(2S,4R)-1-[(2S)-2-{10-[2-(2-aminoethoxy)ethoxy]decanamido}-3,3-dimethylbutanoyl]-4-hydroxy-N-{[4-(4-methyl-1,3-thiazol-5-yl)phenyl]-methyl}pyrrolidine-2-carboxamide NCCOCCOCCCCCCCCCC(=O)N[C@H](C(=O)N1[C@@H](C[C@H](C1)O)C(=O)NCC1=CC=C(C=C1)C1=C(N=CS1)C)C(C)(C)C